CN1N=C(C2=CC=C(C=C12)COC1=CC=C(C=C1)C(CC(=O)OC)C)C1=CC=CC=C1 methyl 3-(4-((1-methyl-3-phenyl-1H-indazol-6-yl)methoxy)phenyl)butanoate